CC1([C@H](C[C@H]1C(=O)O)C(=O)O)C (1S,3R)-2,2-Dimethylcyclobutane-1,3-dicarboxylic acid